FC(C1=CC2=C(N=C(N=C2)NC2CCC(CC2)O)C(=N1)NC(C)C)F (1r,4r)-4-((6-(difluoromethyl)-8-(isopropylamino)pyrido[3,4-d]pyrimidin-2-yl)amino)cyclohexan-1-ol